C[C@H]1CN(C[C@H](O1)C)N (2S,6R)-2,6-dimethylmorpholin-4-amine